FC1C(C1)C(=O)NC=1SC2=C(N1)C=CC(=C2)C=2C=NC(=CC2C)CO 2-fluoro-N-(6-(6-(hydroxymethyl)-4-methylpyridin-3-yl)benzo[d]thiazol-2-yl)cyclopropane-1-carboxamide